(3S)-7-(6-amino-3-chloro-2-fluorophenyl)-3-(4-(3-nitropyridin-4-yl)-1H-imidazol-2-yl)-2,3,8,8a-tetrahydroindolizin NC1=CC=C(C(=C1C1=CCN2[C@@H](CCC2C1)C=1NC=C(N1)C1=C(C=NC=C1)[N+](=O)[O-])F)Cl